NCC=1C(=NC(=NC1)C)N 5-(aminomethyl)-4-amino-2-methylpyrimidine